ClC=1C=C(C=2N=CN=C(C2N1)N[C@H]1CC(CN(C1)C(=O)OC(C)(C)C)(F)F)C(=O)OC tert-butyl (5S)-5-{[6-chloro-8-(methoxycarbonyl)pyrido[3,2-d]pyrimidin-4-yl]amino}-3,3-difluoropiperidine-1-carboxylate